1-(3-chloro-2-piperazin-1-yl-6-quinolinyl)-3-[2-(dimethylamino)ethyl]imidazolidin-2-one dihydrochloride Cl.Cl.ClC=1C(=NC2=CC=C(C=C2C1)N1C(N(CC1)CCN(C)C)=O)N1CCNCC1